ClC1=CC=C(C=C1)C12C(C(C3=C(C=NC=C3OC)O1)=O)([C@@H](C2C2=CC=CC=C2)C(=O)OC)O rac-methyl (6R)-7a-(4-chlorophenyl)-5a-hydroxy-4-methoxy-5-oxo-7-phenyl-5a,6,7,7a-tetrahydro-5H-cyclobuta[5,6]pyrano[2,3-c]pyridine-6-carboxylate